5-(ethyl(tetra-hydro-2H-pyran-4-yl)amino)-4-methyl-[1,1'-biphenyl]-3-carboxamide C(C)N(C=1C(=C(C=C(C1)C1=CC=CC=C1)C(=O)N)C)C1CCOCC1